6-bromo-N'-(4-(tert-butyl(dimethyl)silyl)oxy-2-ethyl-phenyl)-4-(cycloheptylamino)-pyrrolo[1,2-b]pyridazine-3-carboxamidine BrC=1C=C2N(N=CC(=C2NC2CCCCCC2)C(=NC2=C(C=C(C=C2)O[Si](C)(C)C(C)(C)C)CC)N)C1